C(#N)C1=CC(=C(C=C1)NS(=O)(=O)C1=CNC=C1CC1=CC(=CC=C1)N(C)C)F N-(4-cyano-2-fluorophenyl)-4-[[3-(dimethylamino)phenyl]methyl]-1H-pyrrole-3-sulfonamide